O1C(OCC1)CCCN(S(=O)(=O)C=1C=C(C=CC1OC)NC(=O)C1=CN=C(N1)C(F)(F)F)C1=CC=C(C=C1)Br N-(3-(N-(3-(1,3-dioxolan-2-yl)propyl)-N-(4-bromophenyl)sulfamoyl)-4-methoxyphenyl)-2-(trifluoromethyl)-1H-imidazole-5-carboxamide